3-(1-cyclopropyl-1H-1,2,4-triazol-3-yl)-2-(methoxy-d3)Aniline C1(CC1)N1N=C(N=C1)C=1C(=C(N)C=CC1)OC([2H])([2H])[2H]